(E)-1H-pyrrole-3-carboxylate N1C=C(C=C1)C(=O)[O-]